ClC1=CC(=NC=N1)C(=O)N(C)C 6-chloro-N,N-dimethylpyrimidine-4-carboxamide